methyl 4'-(quinolin-2-ylmethoxy)-[1,1'-biphenyl]-4-carboxylate N1=C(C=CC2=CC=CC=C12)COC1=CC=C(C=C1)C1=CC=C(C=C1)C(=O)OC